2'-(2,6-difluoro-3,5-dimethoxyphenyl)-6'-(5-methoxypyridin-3-yl)-1'h-spiro[cyclopropane-1,4'-[2,7]naphthyridine]-3'(2'h)-one FC1=C(C(=C(C=C1OC)OC)F)N1CC2=CN=C(C=C2C2(C1=O)CC2)C=2C=NC=C(C2)OC